C(C)(C)(C)C1=C(C=CC=C1)C(CC(=O)C1=CC=C(C=C1)OC)=O 1-(tert-butylphenyl)-3-(4-methoxyphenyl)-1,3-propanedione